BrC1=CC=C(C=C1)CCN1C(=NC2=C1C=CC(=C2)C#N)NC(=O)C=2C(=NOC2C)C N-(1-(4-bromophenyl-ethyl)-5-cyano-1H-benzo[d]imidazol-2-yl)-3,5-dimethylisoxazole-4-carboxamide